2-((6-amino-1,3-benzothiazol-2-yl)dithio)-1,3-benzothiazol-6-ylamine NC1=CC2=C(N=C(S2)SSC=2SC3=C(N2)C=CC(=C3)N)C=C1